10-acetoxy-10,11-dihydro-5H-dibenzo[B,F]azepine-5-carboxamide C(C)(=O)OC1CC2=C(N(C3=C1C=CC=C3)C(=O)N)C=CC=C2